C(C1=CC=CC=C1)NC=1C=CC=C2CN(C(C12)=O)C=1C=CC=C2C(=CNC12)C1=NC(=NC=C1C)NC1=NN(C(=C1)C)C 7-(benzylamino)-2-(3-(2-((1,5-dimethyl-1H-pyrazol-3-yl)amino)-5-methylpyrimidin-4-yl)-1H-indol-7-yl)isoindolin-1-one